epoxy-morphinan dihydrochloride Cl.Cl.C=12C(=CC=C3[C@@]45CCCC[C@H]4[C@@H](CC13)NCC5)O2